ClC1=C(C=2N=C(N=C(C2C=N1)N1CCOC[C@](C1)(O)C)OC[C@H]1N(C[C@@H](C1)OC)C)F (S)-4-(7-Chloro-8-fluoro-2-(((2S,4R)-4-methoxy-1-methylpyrrolidin-2-yl)methoxy)pyrido[4,3-d]pyrimidin-4-yl)-6-methyl-1,4-oxazepan-6-ol